N-(4-(N-(2-(2,6-dioxopiperidin-3-yl)-1,3-dioxo-isoindolin-5-yl)sulfamoyl)phenyl)acetamide O=C1NC(CCC1N1C(C2=CC=C(C=C2C1=O)NS(=O)(=O)C1=CC=C(C=C1)NC(C)=O)=O)=O